2-(2-(2-(2-methoxyethoxy)ethoxy)phenyl)-1,2-diphenylethylene COCCOCCOC1=C(C=CC=C1)C(=CC1=CC=CC=C1)C1=CC=CC=C1